O[C@H]1CC(C[C@H](C1)C=1C2=C(N=C(N1)NC=1C(=NNC1)C)NC(C21CC1)=O)(C)C ((1R,5R)-5-hydroxy-3,3-dimethylcyclohexyl)-2'-((3-methyl-1H-pyrazol-4-yl)amino)spiro[cyclopropane-1,5'-pyrrolo[2,3-d]pyrimidin]-6'(7'H)-one